(1R,3S)-3-{5-[(2-methyl-1,1-dioxo-3,4-dihydro-2H-1λ6-benzo[2,1-e][1,2]thiazin-5-yl)amino]-1-(2-methylprop-2-yl)pyrazol-3-yl}cyclopentyl (prop-2-ylamino)methanoate CC(C)NC(=O)O[C@H]1C[C@H](CC1)C1=NN(C(=C1)NC1=CC=CC2=C1CCN(S2(=O)=O)C)C(C)(C)C